Cl.N1CCC(CC1)CC1=NOC(=C1)C(=O)OC methyl 3-(piperidin-4-ylmethyl)-1,2-oxazole-5-carboxylate hydrochloride